CC(C(=O)O)OC.COCC(=O)OC methyl methoxyacetate (methyl methoxy acetate)